ClC1=CC=C2C(=NN(C2=C1)CC(C(=O)OCC(F)(F)F)(C)C)C1=CC=CC=C1 2,2,2-Trifluoroethyl 3-(6-chloro-3-phenyl-1H-indazol-1-yl)-2,2-dimethylpropanoate